FC=1C=CC=C2C=C(C=NC12)[N+](=O)[O-] 8-fluoro-3-nitroquinoline